3-(4'-fluoro-[1,1'-biphenyl]-4-yl)hex-4-ynoic acid FC1=CC=C(C=C1)C1=CC=C(C=C1)C(CC(=O)O)C#CC